C1(CC1)C([C@@H](C(=O)NC1=NC=C(C=C1F)C=1C(=NNC1C)C)NC(=O)C=1N(N=CC1)CC)C1CC1 N-[(1S)-1-(dicyclopropylmethyl)-2-[[5-(3,5-dimethyl-1H-pyrazol-4-yl)-3-fluoro-2-pyridyl]amino]-2-oxo-ethyl]-2-ethyl-pyrazole-3-carboxamide